(1R,4R)-4-(2-aminoprop-2-yl)cyclohexane-1-carboxylic acid methyl ester COC(=O)C1CCC(CC1)C(C)(C)N